1-((2S,3S)-1-Methyl-5-oxo-2-(pyridin-3-yl)pyrrolidin-3-yl)-1-oxo-5,8,11,14,17,20,23,26,29,32,35,38,41,44,47,50,53,56,59,62-icosaoxa-2-azapentahexacontan-65-oic acid CN1[C@@H]([C@H](CC1=O)C(NCCOCCOCCOCCOCCOCCOCCOCCOCCOCCOCCOCCOCCOCCOCCOCCOCCOCCOCCOCCOCCC(=O)O)=O)C=1C=NC=CC1